1-((2-methoxy-5-nitrophenyl)sulfonyl)-4-methyl-1,4-diazepane COC1=C(C=C(C=C1)[N+](=O)[O-])S(=O)(=O)N1CCN(CCC1)C